CC1CN(CC1C)C1=C(N)C=CC=C1C 2-(3,4-dimethylpyrrolidin-1-yl)-3-methyl-aniline